[(2R,3S,5R)-5-[6-(tert-butoxycarbonylamino)-2-fluoro-purin-9-yl]-2-ethynyl-3-(4-methylbenzoyl)oxy-tetrahydrofuran-2-yl]methyl 4-methylbenzoate CC1=CC=C(C(=O)OC[C@]2(O[C@H](C[C@@H]2OC(C2=CC=C(C=C2)C)=O)N2C3=NC(=NC(=C3N=C2)NC(=O)OC(C)(C)C)F)C#C)C=C1